ClC1=CC2=C(C(=N1)C1CC(C1)C(F)(F)F)CN(C2=O)C 6-chloro-2-methyl-4-(3-(trifluoromethyl)cyclobutyl)-2,3-dihydro-1H-pyrrolo[3,4-c]pyridin-1-one